((6-chloro-2-methyl-2H-indazol-5-yl)amino)-3-(pyrimidin-5-yl)-1-(2,4,5-trifluorobenzyl)-1,3,5-triazine-2,4(1H,3H)-dione ClC=1C(=CC2=CN(N=C2C1)C)NC1=NC(N(C(N1CC1=C(C=C(C(=C1)F)F)F)=O)C=1C=NC=NC1)=O